tertiary butyl acetate C(C)(=O)OC(C)(C)C